para-hydroxyphenyllactic acid OC1=CC=C(C=C1)C(C(=O)O)(O)C